bis(5H-pyrido[3,2-b]indol-5-yl)-[1,1':4',1''-terphenyl]-2'-carbonitrile N1=CC=CC=2N(C=3C=CC=CC3C21)C=2C(=C(C=CC2)C=2C(=CC(=CC2)C2=CC=CC=C2)C#N)N2C1=C(C=3C=CC=CC23)N=CC=C1